(rac)-(6-(3-(tert-Butyl)phenyl)-2-azaspiro[3.4]octan-2-yl)((1s,3s)-3-hydroxy-3-methylcyclobutyl)methanone C(C)(C)(C)C=1C=C(C=CC1)[C@H]1CC2(CN(C2)C(=O)C2CC(C2)(C)O)CC1 |r|